methyl 1-(2-cyclopropyl-4-(1-(2,6-dichlorophenyl)azetidin-3-yl)-6-methylbenzyl)piperidine-4-carboxylate C1(CC1)C1=C(CN2CCC(CC2)C(=O)OC)C(=CC(=C1)C1CN(C1)C1=C(C=CC=C1Cl)Cl)C